C(CCC)N(C(=O)C1=CC2=CC=CC=C2C(=C1O)N=NC1=C(C=CC(=C1)[N+](=O)[O-])O)CCO N-butyl-3-hydroxy-4-((2-hydroxy-5-nitrophenyl)diazenyl)-N-(2-hydroxyethyl)-2-naphthamide